N-(triphenylmethyl)methacrylamide C1(=CC=CC=C1)C(NC(C(=C)C)=O)(C1=CC=CC=C1)C1=CC=CC=C1